[6,6,33-Trimethyl-2-oxo-7-oxa-1,15,16,17-tetraazaheptacyclo[22.5.3.23,9.118,22.04,8.015,19.027,31]pentatriaconta-3,8,16,18(33),19,21,24,26,31,34-decaen-23-yl]acetic Acid CC1(CC2=C3C(N4CCC5=CC=C(C(C6=CC=C7C(N=NN7CCCCCC(=C2O1)C=C3)=C6C)CC(=O)O)C=C5C4)=O)C